NC=1SC=CC1C(=O)O.NC=1SC=CC1C(=O)NCC=1C=NN(C1)C 2-Amino-N-((1-methyl-1H-pyrazole-4-yl)methyl)thiophene-3-carboxamide 2-aminothiophene-3-carboxylate